CN(C)C1=CC=C(C=C1)N.Cl N,N-Dimethyl-p-phenylenediamine dihydrochloride